O=C1NC(CC[C@H]1NC(=O)C1=CN=C2N1C=CC=C2)=O (R)-N-(2,6-dioxopiperidin-3-yl)imidazo[1,2-a]pyridine-3-carboxamide